FCC(=O)OCC(C)C isobutyl fluoroacetate